3-(benzyloxy)-5-bromo-2-iodopyrazine C(C1=CC=CC=C1)OC=1C(=NC=C(N1)Br)I